CC1=NC=NC=C1C(=O)OC(C)(C)C Tert-butyl 4-methylpyrimidine-5-carboxylate